((4r,5s,7r,8r,9s,10r)-8,10-dihydroxy-7-(hydroxymethyl)-9-(4-(3,4,5-trifluorophenyl)-1H-1,2,3-triazol-1-yl)-1,6-dioxaspiro[4.5]dec-4-yl)-2-methylbenzo[b]thiophene-3-carboxamide O[C@H]1[C@H](O[C@@]2([C@H](CCO2)C2=CC=CC=3SC(=C(C32)C(=O)N)C)[C@@H]([C@H]1N1N=NC(=C1)C1=CC(=C(C(=C1)F)F)F)O)CO